N(=[N+]=[N-])C(=C)C1=CC=C(C=C1)Br 1-(1-azidovinyl)-4-bromobenzene